3H-Naphthopyran C1=CCOC2=C1C1=CC=CC=C1C=C2